3,5-difluoro-4-(trifluoromethyl)-phenyl-2-(9H-fluoren-9-ylmethoxycarbonylamino)butanoic acid FC=1C=C(C=C(C1C(F)(F)F)F)C(C(=O)O)(CC)NC(=O)OCC1C2=CC=CC=C2C=2C=CC=CC12